C(C)C1=CC=C(C=C1)N(S(=O)(=O)C=1C=C2C(CC(OC2=CC1)C1CCOCC1)(C)O)CC(C)C N-(4-ethylphenyl)-4-hydroxy-N-isobutyl-4-methyl-2-(tetrahydro-2H-pyran-4-yl)chroman-6-sulfonamide